N-(2-chloro-3-fluoro-5-methylpyridin-4-yl)ethanimidamide ClC1=NC=C(C(=C1F)NC(C)=N)C